2-(oxetan-3-yl)-1-((CIS)-2-((((CIS)-4-phenylcyclohexyl)oxy)methyl)-3-(1H-pyrazol-3-yl)piperidin-1-yl)ethan-1-one O1CC(C1)CC(=O)N1[C@H]([C@H](CCC1)C1=NNC=C1)CO[C@@H]1CC[C@@H](CC1)C1=CC=CC=C1